(S)-N-(4-fluoro-3-methylphenyl)-1-(2-fluoroethyl)-5-(2-((1-hydroxybutan-2-yl)amino)-2-oxoacetyl)-2,4-dimethyl-1H-pyrrole-3-carboxamide FC1=C(C=C(C=C1)NC(=O)C1=C(N(C(=C1C)C(C(=O)N[C@H](CO)CC)=O)CCF)C)C